C(#N)C1=CC=C(C(=O)NC2=CC=C(C(=O)O)C=C2)C=C1 4-(4-cyanobenzamido)benzoic acid